N-(2-amino-8-(4,4-difluoropiperidin-1-yl)quinazolin-6-yl)-4-bromo-2-(6-azaspiro[2.5]octan-6-yl)benzamide NC1=NC2=C(C=C(C=C2C=N1)NC(C1=C(C=C(C=C1)Br)N1CCC2(CC2)CC1)=O)N1CCC(CC1)(F)F